2-(bis(3-chloro-4-fluorophenyl)methyl)-N-(5-oxopyrrolidin-3-yl)-1H-imidazole ClC=1C=C(C=CC1F)C(C=1N(C=CN1)C1CNC(C1)=O)C1=CC(=C(C=C1)F)Cl